N-(2-aminoethyl)-2-[(2R)-4-{2-[(3S)-3-aminopyrrolidin-1-yl]-4-chlorobenzoyl}-2-ethylpiperazin-1-yl]-5-(2-ethoxypyridin-3-yl)benzamide NCCNC(C1=C(C=CC(=C1)C=1C(=NC=CC1)OCC)N1[C@@H](CN(CC1)C(C1=C(C=C(C=C1)Cl)N1C[C@H](CC1)N)=O)CC)=O